(1R,4s)-4-(8-(2,6-dichlorophenylamino)-2-((1S,2S)-2-hydroxycyclopentylamino)-9H-purin-9-yl)cyclohexanecarboxamide ClC1=C(C(=CC=C1)Cl)NC=1N(C2=NC(=NC=C2N1)N[C@@H]1[C@H](CCC1)O)C1CCC(CC1)C(=O)N